1-(4'-methylbenzenesulfonyl)-3-hydroxy-4-[1,4']bipiperidinyl-1'-ylmethyl-pyridin-2(1H)-one CC1=CC=C(C=C1)S(=O)(=O)N1C(C(=C(C=C1)CN1CCC(CC1)N1CCCCC1)O)=O